C5-Bromouridine BrC=1C(NC(N([C@H]2[C@H](O)[C@H](O)[C@@H](CO)O2)C1)=O)=O